tert-butyl N-[(1s,4s)-4-(4H-1,2,4-triazol-3-yl)cyclohexyl]carbamate N=1N=C(NC1)C1CCC(CC1)NC(OC(C)(C)C)=O